N-(4-chloro-3-cyano-1H-indol-7-yl)-1-[(1-hydroxycyclobutyl)methyl]pyrazole-4-sulfonamide ClC1=C2C(=CNC2=C(C=C1)NS(=O)(=O)C=1C=NN(C1)CC1(CCC1)O)C#N